3-[2-[6-chloro-1-(difluoromethyl)-2-methyl-1,3-benzodiazol-5-yl]ethynyl]-1-[(3s,5r)-5-(methoxymethyl)-1-(prop-2-enoyl)pyrrolidin-3-yl]-5-(methylamino)pyrazole-4-carboxamide ClC=1C(=CC2=C(N(C(=N2)C)C(F)F)C1)C#CC1=NN(C(=C1C(=O)N)NC)[C@@H]1CN([C@H](C1)COC)C(C=C)=O